p-toluenesulfinic acid lithium [Li].CC1=CC=C(C=C1)S(=O)O